(8-amino-2-(2-fluoro-6-(1-(2-(3-hydroxyazetidin-1-yl)-2-oxoethyl)-1H-pyrazol-4-yl)benzyl)-[1,2,4]triazolo[1,5-a]pyrazin-6-yl)-2-fluorobenzonitrile NC=1C=2N(C=C(N1)C=1C(=C(C#N)C=CC1)F)N=C(N2)CC2=C(C=CC=C2C=2C=NN(C2)CC(=O)N2CC(C2)O)F